FC=1C=C(C=CC1)C(C(C(=O)OCC)Br)Br ethyl 3-(3-fluorophenyl)-2,3-dibromopropionate